C(C1=CC=CC=C1)OC(=O)N1C2CC2CC(C1CC=1C(=C(C=CC1)C1=CC(=CC(=C1)F)F)F)=C=O 4-carbonyl-3-((2,3',5'-trifluoro-[1,1'-biphenyl]-3-yl)methyl)-2-azabicyclo[4.1.0]heptane-2-carboxylic acid benzyl ester